BrC1=C(C=2N(C=C1)C(=CN2)N2C(NC(CC2)=O)=O)OC 1-(7-bromo-8-methoxy-imidazo[1,2-a]pyridin-3-yl)hexahydropyrimidine-2,4-dione